O1N=CN=C1CN(C(C1=CC=C(C=C1)C1=C(N(C=2N=CN=C(C21)N)C)C2=CC=C(C=C2)NC(C(=C)C)=O)=O)C N-((1,2,4-oxadiazol-5-yl)methyl)-4-(4-amino-6-(4-methacrylamido-phenyl)-7-methyl-7H-pyrrolo[2,3-d]pyrimidin-5-yl)-N-methylbenzamide